C(C1=CC=CC=C1)OC=1C=C(C=O)C=C(C1OCC1=CC=CC=C1)Cl 3,4-bis(benzyloxy)-5-chlorobenzaldehyde